C1(CCCC1)N1C[C@H](C=CC1)O (S)-1-cyclopentyl-1,2,3,6-tetrahydropyridin-3-ol